7-((4-(tert-butyl)phenyl)amino)-4-methyl-2H-chromen-2-one C(C)(C)(C)C1=CC=C(C=C1)NC1=CC=C2C(=CC(OC2=C1)=O)C